benzyl (R)-1-acetyl-2-(3-((S)-2-amino-3-methoxy-3-oxopropyl)-5-bromophenethyl)hexahydropyridazine-3-carboxylate C(C)(=O)N1N([C@H](CCC1)C(=O)OCC1=CC=CC=C1)CCC1=CC(=CC(=C1)Br)C[C@@H](C(=O)OC)N